C(C[C@@H](C(=O)O)NC(=O)CCC(=O)O)CN=C(N)N The molecule is an N-acyl-L-arginine resulting from the formal condensation of the alpha-amino group of L-arginine with one of the carboxy groups of succinic acid It has a role as an Escherichia coli metabolite. It is a conjugate acid of a N(2)-(3-carboxylatopropionyl)-L-arginine(1-).